ClC1=CC(=C(C=C1)CC=1N(C2=CC=C(C=C2C1)C(=O)N[C@@H](CO)C1=CC=C(C=C1)S(=O)(=O)C([2H])([2H])[2H])CCF)C(F)(F)F 2-[[4-chloro-2-(trifluoromethyl)phenyl]methyl]-1-(2-fluoroethyl)-N-[(1R)-2-hydroxy-1-[4-(trideuteromethylsulfonyl)phenyl]ethyl]indole-5-carboxamide